FC(C=1C(=C2C(=NC1N1CC3(CN(C3)C(C=C)=O)CC1)CC(OC2)(C)C)C2=C1C=NNC1=CC=C2C)F 1-(6-(3-(difluoromethyl)-7,7-dimethyl-4-(5-methyl-1H-indazol-4-yl)-7,8-dihydro-5H-pyrano[4,3-b]pyridin-2-yl)-2,6-diazaspiro[3.4]octan-2-yl)-2-propen-1-one